ClCC(=O)N1CC2(C1)OCCN(C2)S(=O)(=O)C2=CC(=C(C=C2)C(F)(F)F)F 2-Chloro-1-(8-((3-fluoro-4-(trifluoromethyl)phenyl)sulfonyl)-5-oxa-2,8-diazaspiro[3.5]nonan-2-yl)ethan-1-one